FC=1C=2N(C=C(C1)NC(=O)C=1C=CC(=C3C=CN=NC13)N1C[C@H](N([C@H](C1)C)C(=O)OC(C)(C)C)C)C=C(N2)C tert-butyl (2R,6S)-4-[8-({8-fluoro-2-methylimidazo[1,2-a]pyridin-6-yl}carbamoyl)cinnolin-5-yl]-2,6-dimethylpiperazine-1-carboxylate